ON(C(CN1CCN(CC1)C)=O)CC1=CC=C(C=C1)NC1=CC=C(C=C1)N1C(C=CC=C1)=O N-hydroxy-2-(4-methylpiperazin-1-yl)-N-(4-((4-(2-oxopyridin-1(2H)-yl)phenyl)amino)benzyl)acetamide